[Na+].[Na+].O[B-]1(CCC=2C=CC(=C(C2O1)C(=O)O)OC1CN(C1)C(=O)[C@H]1OCCC1)O.O[B-]1(CCC=2C=CC(=C(C2O1)C(=O)O)OC1CN(C1)C(=O)[C@H]1OCCC1)O 4,4-dihydroxy-8-({1-[(2S)-oxolane-2-carbonyl]azetidin-3-yl}oxy)-5-oxa-4-boranuidabicyclo[4.4.0]deca-1(6),7,9-triene-7-carboxylic acid disodium salt